5-cyanobenzoic acid C(#N)C=1C=CC=C(C(=O)O)C1